(S)-3-((S)-sec-butyl)-7-fluoro-N-((S)-1-methylpyrrolidin-3-yl)-2-oxo-1,2,3,5-tetrahydro-4H-benzo[e][1,4]diazepine-4-carboxamide [C@H](C)(CC)[C@@H]1N(CC2=C(NC1=O)C=CC(=C2)F)C(=O)N[C@@H]2CN(CC2)C